FC=1C=C2NC=CC2=C2CCS(CCCC(NC(C3=CN=C(C=4C(=CC=C(OC12)C4)F)N3)C3=CC=CC=C3)=O)(=O)=O 22,28-difluoro-12,12-dioxo-6-phenyl-24-oxa-12lambda6-thia-3,7,19,30-tetrazapentacyclo[23.3.1.12,5.015,23.016,20]-triaconta-1(29),2,4,15,17,20,22,25,27-nonaen-8-one